BrC=1N=C2C(=CC(N(C2=CC1)C)=O)N1C[C@H](N(C[C@@H]1C)C(=O)OC(C)(C)C)C tert-Butyl (2R,5S)-4-(6-bromo-1-methyl-2-oxo-1,2-dihydro-1,5-naphthyridin-4-yl)-2,5-dimethylpiperazine-1-carboxylate